4-(5-((R)-3,10-dimethyl-2,3,4,4a,5,6-hexahydro-1H-pyrazino[1,2-a]quinolin-8-yl)-1H-pyrrolo[2,3-b]pyridin-3-yl)-N-((R)-2-hydroxypropyl)-N-methylbenzamide CN1C[C@@H]2N(C3=C(C=C(C=C3CC2)C=2C=C3C(=NC2)NC=C3C3=CC=C(C(=O)N(C)C[C@@H](C)O)C=C3)C)CC1